3-(naphthalen-2-ylmethylene)oxetan C1=C(C=CC2=CC=CC=C12)C=C1COC1